C(C)(C)NC=1C2=C(N=C(C1)NC1=C(C=C(C=C1)S(=O)(=O)N1CCC(CC1)N1CCOCC1)OC)NC=C2C(F)(F)F N4-isopropyl-N6-(2-methoxy-4-((4-morpholinopiperidin-1-yl)sulfonyl)phenyl)-3-(trifluoromethyl)-1H-pyrrolo[2,3-b]pyridine-4,6-diamine